6-chloropyrido[3,2-d]Pyrimidine-4-amine ClC=1C=CC=2N=CN=C(C2N1)N